tert-butyl-4-[[2-[5-(3-hydroxypropyl)-2-methoxy-phenyl]acetyl]amino]pyridine-2-carboxamide C(C)(C)(C)C=1C(=NC=CC1NC(CC1=C(C=CC(=C1)CCCO)OC)=O)C(=O)N